The molecule is a beta-D-glucosiduronate that is the conjugate base of 2-methoxyacetaminophen glucuronide, obtained by deprotonation of the carboxy group; major species at pH 7.3. It has a role as a drug metabolite. It is a conjugate base of a 2-methoxyacetaminophen glucuronide. CC(=O)NC1=C(C=C(C=C1)O[C@H]2[C@@H]([C@H]([C@@H]([C@H](O2)C(=O)[O-])O)O)O)OC